O=C1NC(CCC1NC1=NN(C=C1)C1CCN(CC1)C(=O)O)=O.O=C1NC(CCC1N1C(N(C2=C1C=CC=C2N2CCNCC2)C)=O)=O 4-[1-(2,6-dioxo-3-piperidyl)-3-methyl-2-oxo-benzimidazol-4-yl]piperazin 4-((2,6-dioxopiperidin-3-ylamino)-1H-pyrazol-1-yl)piperidine-1-carboxylate